4-(4-(2-(5-Amino-6-(bis(4-methoxybenzyl)amino)-2-butoxypyrimidin-4-yl)ethyl)benzyl)piperazine-1-carboxylic acid tert-butyl ester C(C)(C)(C)OC(=O)N1CCN(CC1)CC1=CC=C(C=C1)CCC1=NC(=NC(=C1N)N(CC1=CC=C(C=C1)OC)CC1=CC=C(C=C1)OC)OCCCC